5-hydroxy-6-hydrothymine CC1(CNC(=O)NC1=O)O